4-methyl-N-butylpyridine bis(trifluoromethylsulfonyl)imide salt [N-](S(=O)(=O)C(F)(F)F)S(=O)(=O)C(F)(F)F.CC1=CCN(C=C1)CCCC